(2S)-2-methyl-1-[(1-phenylpyrazol-4-yl)methyl]piperidin-4-one C[C@@H]1N(CCC(C1)=O)CC=1C=NN(C1)C1=CC=CC=C1